C(#N)C(NC(=O)C1NCC2(CC2)C1)C1=CN=CC2=CC=CC=C12 N-(cyano(isoquinolin-4-yl)methyl)-5-azaspiro[2.4]heptane-6-carboxamide